7,11,15-Trimethyltricosane CC(CCCCCC)CCCC(CCCC(CCCCCCCC)C)C